ethyl 2-(4,5-dichloro-3-methyl-6-oxo-pyridazin-1-yl)propanoate ClC=1C(=NN(C(C1Cl)=O)C(C(=O)OCC)C)C